FC(C1=CC(=NN1)C(=O)[O-])F 5-(difluoromethyl)-1H-pyrazole-3-carboxylate